N-(3,4-Dimethylphenyl)-6-morpholin-4-yl-N1-(2,2,6,6-tetramethylpiperidin-4-yl)-[1,3,5]triazine-2,4-diamine CC=1C=C(C=CC1C)NC1N(C(=NC(=N1)N)N1CCOCC1)C1CC(NC(C1)(C)C)(C)C